N1C(=NCC1)COC1=CC=2C=3C=C4C(=C(C3N(C2C=C1)CC(C)(C)C)C)C=CN=C4 9-((4,5-dihydro-1H-imidazol-2-yl)methoxy)-5-methyl-6-neopentyl-6H-pyrido[4,3-b]carbazole